BrC1=C2C=NN(C2=C(C=C1)OC(F)(F)F)CC#N 2-(4-bromo-7-(trifluoromethoxy)-1H-indazol-1-yl)acetonitrile